2',6'-dibromobenzophenone BrC1=C(C(=CC=C1)Br)C(C1=CC=CC=C1)=O